1-acetyl-3-[(pyridin-2-yl)methoxy]-1H-pyrazole-4-carboxylic acid ethyl ester C(C)OC(=O)C=1C(=NN(C1)C(C)=O)OCC1=NC=CC=C1